(4-(4-amino-7-(1-isobutyrylpiperidin-4-yl)pyrrolo[2,1-f][1,2,4]triazin-5-yl)phenyl)-6'-methyl-6-oxo-1-phenyl-1,6-dihydro-[2,3'-bipyridine]-5-carboxamide NC1=NC=NN2C1=C(C=C2C2CCN(CC2)C(C(C)C)=O)C2=CC=C(C=C2)C2=C(N(C(C(=C2)C(=O)N)=O)C2=CC=CC=C2)C=2C=NC(=CC2)C